O.O.O.NN=CNC1CC(C(C1)C(=O)O)O 4-[[(aminoimino)methyl]amino]-2-hydroxycyclopentane-1-carboxylic acid trihydrate